NCCOC=1C=C(C=NC1)CN(CCC1=CC=C(C=C1)NC(=O)C1=C(C=C(C(=C1)OC)OC)NC(=O)C=1OC2=CC=CC=C2C(C1)=O)CC=1C=C2C=NN(C2=CC1)C N-(2-((4-(2-(((5-(2-Aminoethoxy)pyridin-3-yl)methyl)((1-methyl-1H-indazol-5-yl)methyl)amino)ethyl)phenyl)carbamoyl)-4,5-dimethoxyphenyl)-4-oxo-4H-chromene-2-carboxamide